OCC=1C(NC(NC1)=O)=O 5-(hydroxymethyl)-uracil